N-(2-(1H-indol-3-yl)ethyl)picolinamide N1C=C(C2=CC=CC=C12)CCNC(C1=NC=CC=C1)=O